1-(N-((5'-Phenoxy-2'-(2H-tetrazol-5-yl)-[1,1'-biphenyl]-4-yl)methyl)pentanamido)cyclohexanecarboxylic Acid O(C1=CC=CC=C1)C=1C=CC(=C(C1)C1=CC=C(C=C1)CN(C(CCCC)=O)C1(CCCCC1)C(=O)O)C=1N=NNN1